dichloro-meta-xylene ClC1=CC(=C(C=C1C)C)Cl